OC1=CC=C2C(C=CO2)=C1C=O 5-HYDROXY-4-BENZOFURANCARBOXALDEHYDE